COC1=CC=C(CN(C2=CC(=C(C(=N2)C=2C(C(=C3C(NCN=C3C2)=O)F)(F)Cl)C(F)(F)F)C)CC2=CC=C(C=C2)OC)C=C1 7-(6-(bis(4-methoxybenzyl)amino)-4-methyl-3-(trifluoromethyl)pyridin-2-yl)-6-chloro-5,6-difluoroquinazolin-4(3H)-one